3-(cyanomethyl)-3-(3',5'-dimethyl-1H,1'H-4,4'-bipyrazol-1-yl)azetidin C(#N)CC1(CNC1)N1N=CC(=C1)C=1C(=NNC1C)C